Cl.C1(=CC(=CC=C1)N)N m-phenylene-diamine monohydrochloride